4-Cyano-2-methoxy-6-methyl-N-(3-(oxazol-5-yl)-1H-indazol-5-yl)benzamide C(#N)C1=CC(=C(C(=O)NC=2C=C3C(=NNC3=CC2)C2=CN=CO2)C(=C1)C)OC